N-((2-(4-(4-aminobutyl)-6-((cis)-2,6-dimethylmorpholino)pyridin-2-yl)-1,6-naphthyridin-7-yl)methyl)-4-methyl-3-(methylsulfonyl)benzamide NCCCCC1=CC(=NC(=C1)N1C[C@@H](O[C@@H](C1)C)C)C1=NC2=CC(=NC=C2C=C1)CNC(C1=CC(=C(C=C1)C)S(=O)(=O)C)=O